F[C@@H](C1(COC1)C=1C=C(N)C=CC1)C1=NN=CN1C (S)-3-(3-(fluoro(4-methyl-4H-1,2,4-triazol-3-yl)methyl)oxetan-3-yl)aniline